OC=1C(=C2C(N(C=NC2=CC1)C=1C=NC(=NC1)N1CCN(CC1)C(=O)OC(C)(C)C)=O)[N+](=O)[O-] tert-butyl 4-[5-(6-hydroxy-5-nitro-4-oxo-quinazolin-3-yl)pyrimidin-2-yl]piperazine-1-carboxylate